tert-Butyl (3-cyano-4-(3-(ethylsulfonyl)-5-fluoro-1-hydroxy-7,9-dihydrofuro[3,4-f]quinazolin-6-yl)-7-fluorobenzo[b]thiophen-2-yl)carbamate C(#N)C=1C2=C(SC1NC(OC(C)(C)C)=O)C(=CC=C2C=2C1=C(C=3C(=NC(=NC3C2F)S(=O)(=O)CC)O)COC1)F